2-(4-fluoro-2-isopropylphenyl)-7-methyl-9-(4-(1-methyl-4-(trifluoromethyl)-1H-imidazol-2-yl)benzyl)-7,9-dihydro-8H-purin-8-imine FC1=CC(=C(C=C1)C1=NC=C2N(C(N(C2=N1)CC1=CC=C(C=C1)C=1N(C=C(N1)C(F)(F)F)C)=N)C)C(C)C